FS(C=1C=C(C=C(C1)C(F)(F)F)C1=NN(C=N1)\C=C/C(=O)NNC(CCC)=O)(F)(F)(F)F (Z)-N'-(3-(3-(3-(Pentafluorosulfaneyl)-5-(trifluoromethyl)phenyl)-1H-1,2,4-triazol-1-yl)acryloyl)butyrohydrazide